2-[5-acetamido-3-(4-methoxyphenyl)-1H-pyrazol-1-yl]thiazole-4-carboxylic acid ethyl ester C(C)OC(=O)C=1N=C(SC1)N1N=C(C=C1NC(C)=O)C1=CC=C(C=C1)OC